CN1N=C(C=C1CC1=CC=C(C=C1)C(F)(F)F)C(=O)O 1-methyl-5-[[4-(trifluoromethyl)phenyl]methyl]pyrazole-3-carboxylic acid